C(CCCCCCCCCCCCCCCCC)(=O)ON1C(=NC(=C1C1=CC=CC=C1)C1=CC=CC=C1)C1=C(C=CC=C1)Cl 2-(2-chlorophenyl)-4,5-diphenyl-1H-imidazol-1-yl stearate